4,4''-dimethyl-[1,1':3',1''-terphenyl] CC1=CC=C(C=C1)C1=CC(=CC=C1)C1=CC=C(C=C1)C